mesaconic acid dihydroxypropyl ester OC(CCOC(\C(\C)=C\C(=O)O)=O)O